tert-butyl (S)-2-(((4-(2-aminopyrazolo[1,5-a]pyridin-5-yl)-6-methylpyridin-3-yl)oxy)methyl)morpholine-4-carboxylate NC1=NN2C(C=C(C=C2)C2=C(C=NC(=C2)C)OC[C@@H]2CN(CCO2)C(=O)OC(C)(C)C)=C1